CC1(CCOCC1)C(=O)NC1=CNC2=CC=C(C=C12)C=1C=NN(C1)C1=CC=C(C=C1)C(F)(F)F 4-methyl-N-(5-{1-[4-(trifluoromethyl)phenyl]-1H-pyrazol-4-yl}-1H-indol-3-yl)oxane-4-carboxamide